methyl 2-((3S)-5,5-difluoro-1-(2-methyl-6-(1-methyl-5-(((tetrahydro-2H-pyran-2-yl)oxy)methyl)-1H-1,2,3-triazol-4-yl)pyridin-3-yl)piperidin-3-yl)acetate FC1(C[C@@H](CN(C1)C=1C(=NC(=CC1)C=1N=NN(C1COC1OCCCC1)C)C)CC(=O)OC)F